7-(3-Fluoro-5-isobutyl-2-(2H-tetrazol-5-yl)phenyl)-4-(pyridazin-3-ylmethyl)-4,7-diazaspiro[2.5]octane FC=1C(=C(C=C(C1)CC(C)C)N1CCN(C2(CC2)C1)CC=1N=NC=CC1)C=1N=NNN1